N-amyl-ethyl-piperidine chloride salt [Cl-].C(CCCC)N1C(CCCC1)CC